ClC1=C(OC2(CC2)C(=O)OC)C=C(C(=C1)F)N1C(N(C(N(C1=O)C)=S)C)=O methyl 1-[2-chloro-5-(3,5-dimethyl-2,6-dioxo-4-sulfanylidene-1,3,5-triazinan-1-yl)-4-fluorophenoxy]cyclopropanecarboxylate